O=C(OCC1=CC=CC=C1)COCCOCCOCCOCCOCCOCCOCCOCCOCCOCC(=O)O 3-oxo-1-phenyl-2,5,8,11,14,17,20,23,26,29,32-undecaoxatetratriacontan-34-oic acid